5-cyano-6-hydroxy-2-(trifluoromethyl)-pyridine-3-carboxylic acid C(#N)C=1C=C(C(=NC1O)C(F)(F)F)C(=O)O